2,2,2-trifluoro-acetamide FC(C(=O)N)(F)F